ClC1=CC=C(C=C1)NC=1C=C2CN(CC2=CC1C=1N=CN(C1)C)C(C=C)=O 1-(5-((4-chlorophenyl)amino)-6-(1-methyl-1H-imidazol-4-yl)isoindolin-2-yl)prop-2-en-1-one